CC(CCCCCCCC(=O)O)(C)C 9,9-dimethyldecanoic acid